C(CCCCCCC)C(CCCCCCCC)OC(CCCCCCCCOC(=O)[C@H]1N(CC(C1)O)CCCCCC(OCCCCCCCCCCC)=O)=O.C(=C(C)C)[Si](OCC)(OCC)OCC isobutenyl-triethoxysilane [9-(1-octylnonoxy)-9-oxo-nonyl](2S)-4-hydroxy-1-(6-oxo-6-undecoxy-hexyl)pyrrolidine-2-carboxylate